(R)-N-((3-chloro-5-cyano-4-(((R)-4-(3-fluoroazetidin-1-yl)-1-((4-fluorophenyl)thio)butan-2-yl)amino)phenyl)sulfonyl)-2-methyloxepane-2-carboxamide ClC=1C=C(C=C(C1N[C@@H](CSC1=CC=C(C=C1)F)CCN1CC(C1)F)C#N)S(=O)(=O)NC(=O)[C@@]1(OCCCCC1)C